(6R*)-N-[(3S)-9-fluoro-2-oxo-5-phenyl-1,3-dihydro-1,4-benzodiazepin-3-yl]-2-(2-fluorophenyl)-6-(hydroxymethyl)-6,7-dihydro-5H-pyrazolo[5,1-b][1,3]oxazine-3-carboxamide FC1=CC=CC=2C(=N[C@@H](C(NC21)=O)NC(=O)C=2C(=NN1C2OC[C@H](C1)CO)C1=C(C=CC=C1)F)C1=CC=CC=C1 |o1:23|